methyl 2-amino-4-(6-(bis(4-methoxybenzyl) amino)-4-methyl-3-(trifluoromethyl) pyridin-2-yl)-3-fluorobenzoate NC1=C(C(=O)OC)C=CC(=C1F)C1=NC(=CC(=C1C(F)(F)F)C)N(CC1=CC=C(C=C1)OC)CC1=CC=C(C=C1)OC